BrC=1CCCC2=C(C1C1=CC=C(C=C1)C(O)C1CN(C1)CCCF)C=CC(=C2)C(=O)OC methyl 8-bromo-9-(4-((1-(3-fluoropropyl)azetidin-3-yl)(hydroxy)methyl)phenyl)-6,7-dihydro-5H-benzo[7]annulene-3-carboxylate